1-octadecyl-1H-pyrrole-2,5-dione C(CCCCCCCCCCCCCCCCC)N1C(C=CC1=O)=O